2-(4-(difluoromethylene)piperidin-1-yl)-N-(7-(4,4-difluoropiperidin-1-yl)furo[2,3-c]pyridin-5-yl)-6-((2-hydroxyethyl)sulfonamido)nicotinamide FC(=C1CCN(CC1)C1=C(C(=O)NC=2C=C3C(=C(N2)N2CCC(CC2)(F)F)OC=C3)C=CC(=N1)NS(=O)(=O)CCO)F